N[C@H](C)C=1C=C(C=C2C(C=C(OC12)C=1C=C(C(N(C1)C)=O)C)=O)C 5-[8-[(1R)-1-Aminoethyl]-6-methyl-4-oxo-chromen-2-yl]-1,3-dimethyl-pyridin-2-one